OC[C@@H]1CC[C@H](CO1)NC(OC(C)(C)C)=O tert-butyl ((3R,6S)-6-(hydroxymethyl)tetrahydro-2H-pyran-3-yl)carbamate